7-(3-(2-fluoro-6-methylphenyl)cyclopentyl)-5-((3-(trifluoromethyl)pyridin-2-yl)methyl)pyrido[2,3-b]pyrazin-6(5H)-one FC1=C(C(=CC=C1)C)C1CC(CC1)C1=CC=2C(=NC=CN2)N(C1=O)CC1=NC=CC=C1C(F)(F)F